FC(C1=CC=C(C=C1)S(=O)(=O)N1C2=C(SCC1)C(=CN=C2)C2=CC=C(C#N)C=C2)(F)F 4-(4-((4-Trifluoromethylphenyl)sulfonyl)-3,4-dihydro-2H-pyrido[4,3-b][1,4]thiazin-8-yl)Benzonitrile